OCC(CCO)(CCO)O 3-(hydroxymethyl)pentane-1,3,5-triol